C(#N)[C@H](C[C@H]1C(NCC1)=O)NC([C@H](CC1CCCC1)NC(=O)C=1N=C(SC1)C(F)(F)F)=O N-[(2S)-1-({(1S)-1-cyano-2-[(3S)-2-oxopyrrolidin-3-yl]ethyl}amino)-3-cyclopentyl-1-oxopropan-2-yl]-2-(trifluoromethyl)-1,3-thiazole-4-carboxamide